((7-methyl-[1,2,4]triazolo[1,5-a]pyridin-6-yl)amino)-9-morpholino-7,9-Dihydro-8H-purin-8-one CC1=CC=2N(C=C1NC1=NC=C3NC(N(C3=N1)N1CCOCC1)=O)N=CN2